[Ru](Cl)(Cl)Cl.N1=CC=CC2=CC=C3C=CC=NC3=C12.N1=CC=CC2=CC=C3C=CC=NC3=C12.N1=CC=CC2=CC=C3C=CC=NC3=C12 triphenanthroline ruthenium chloride